C(C)(=O)OC(C(C1=CC=CC=C1)O)C (2-hydroxy-1-methyl-2-phenyl ethyl) acetate